ClC1=C2C=C(NC2=CC=C1)C1=C(C(OC1CCCCC)=C=O)C(=O)NOC 4-(4-chloro-1H-indol-2-yl)-N-methoxy-2-carbonyl-5-pentyl-2,5-dihydrofuran-3-carboxamide